methyl 4-methyl-3-(4-methyl-5-oxo-2,5-dihydro-1H-pyrazol-3-yl)benzoate CC1=C(C=C(C(=O)OC)C=C1)C=1NNC(C1C)=O